[N+](=O)([O-])C1=C(C#N)C=C(C(=C1)OC)OCCCN1CCOCC1 2-nitro-4-methoxy-5-(3-morpholinopropoxy)benzonitrile